2-((2S)-2-(((2-(3-chlorophenyl)-2-methyl-1-phenylpropoxy)carbonyl)amino)-4-methyl-pentanamido)-3-(5,5-dimethyl-2-oxopyrrolidin-3-yl)propanoic acid ClC=1C=C(C=CC1)C(C(OC(=O)N[C@H](C(=O)NC(C(=O)O)CC1C(NC(C1)(C)C)=O)CC(C)C)C1=CC=CC=C1)(C)C